tert-butyl 5-(bromomethyl)-3,4-dihydroisoquinoline-2(1H)-carboxylate BrCC1=C2CCN(CC2=CC=C1)C(=O)OC(C)(C)C